BrC=1C=C(C=CC1OC)CC#N 2-(3-bromo-4-methoxyphenyl)acetonitrile